8-oxo-N-[5-[4-(trifluoromethyl)phenyl]thiazol-2-yl]-6,7-dihydro-5H-indolizine-5-carboxamide O=C1CCC(N2C=CC=C12)C(=O)NC=1SC(=CN1)C1=CC=C(C=C1)C(F)(F)F